4,4',4'',4'''-silanetetrayltetrakis(N,N-bis(4-methoxyphenyl)aniline) [Si](C1=CC=C(N(C2=CC=C(C=C2)OC)C2=CC=C(C=C2)OC)C=C1)(C1=CC=C(N(C2=CC=C(C=C2)OC)C2=CC=C(C=C2)OC)C=C1)(C1=CC=C(N(C2=CC=C(C=C2)OC)C2=CC=C(C=C2)OC)C=C1)C1=CC=C(N(C2=CC=C(C=C2)OC)C2=CC=C(C=C2)OC)C=C1